(S)-2-Chloro-4-(3-methyl-8-(6-(piperidin-4-ylthio)nicotinoyl)-2,8-diazaspiro[4.5]decan-2-yl)benzonitrile hydrochloride Cl.ClC1=C(C#N)C=CC(=C1)N1CC2(C[C@@H]1C)CCN(CC2)C(C2=CN=C(C=C2)SC2CCNCC2)=O